(2R)-2-[6-chloro-8-fluoro-7-(3-hydroxy-1-naphthyl)-4-piperazin-1-yl-quinazolin-2-yl]oxypropanal ClC=1C=C2C(=NC(=NC2=C(C1C1=CC(=CC2=CC=CC=C12)O)F)O[C@@H](C=O)C)N1CCNCC1